ClC1=C(N)C=C(C(=C1)Cl)OCC 2,4-dichloro-5-ethoxyaniline